(S)-2-(2,6-dichlorobenzoylamino)-3-(5-(3,4-difluoro-2-methoxyphenyl)quinolin-8-yl)propionic acid ClC1=C(C(=O)N[C@H](C(=O)O)CC=2C=CC(=C3C=CC=NC23)C2=C(C(=C(C=C2)F)F)OC)C(=CC=C1)Cl